C1(=CC=CC=C1)C(=O)C(C1=CC=CC=C1)OC(C(N(C(CCCCCCCCCCCCCCC)=O)CCO)(OC(C(C1=CC=CC=C1)=O)C1=CC=CC=C1)OC(C(C1=CC=CC=C1)=O)C1=CC=CC=C1)(C(O)(OC(C(C1=CC=CC=C1)=O)C1=CC=CC=C1)OC(C(C1=CC=CC=C1)=O)C1=CC=CC=C1)OC(C(C1=CC=CC=C1)=O)C1=CC=CC=C1 N-(hexadesyloxyhydroxypropyl)-N-hydroxyethylhexadecanamide